L-alpha-amino-beta-imidazolyl-propionic acid N[C@H](C(=O)O)CC=1NC=CN1